FC(C1N(CC1)C(=O)C=1N=C2N(N1)[C@@H](C[C@@H]2F)C2=CC=CC=C2)F |r| [2-(Difluoromethyl)azetidin-1-yl]-[rac-(5S,7S)-7-fluoro-5-phenyl-6,7-dihydro-5H-pyrrolo[1,2-b][1,2,4]triazol-2-yl]methanon